((2,4,6-tribromobenzene-1,3,5-triyl)tris(ethyne-2,1-diyl))tri(trimethylsilane) BrC1=C(C(=C(C(=C1C#C[Si](C)(C)C)Br)C#C[Si](C)(C)C)Br)C#C[Si](C)(C)C